N-[(6-Amino-2-pyridyl)sulfonyl]-6-(cyclopenten-1-yl)-2-(2,4,6-trimethylphenoxy)pyridin-3-carboxamid NC1=CC=CC(=N1)S(=O)(=O)NC(=O)C=1C(=NC(=CC1)C1=CCCC1)OC1=C(C=C(C=C1C)C)C